(R)-5-(1-((4-fluoro-2-(trifluoromethyl)phenyl)amino)ethyl)-2,7-dimethyl-3-(1-(2-methylpyrimidin-5-yl)-6-oxo-1,6-dihydropyridazin-4-yl)isoquinolin-1(2H)-one FC1=CC(=C(C=C1)N[C@H](C)C1=C2C=C(N(C(C2=CC(=C1)C)=O)C)C=1C=NN(C(C1)=O)C=1C=NC(=NC1)C)C(F)(F)F